N-(5-fluoro-2-methylpyridin-4-yl)-6-(7-methyl-[1,2,4]triazolo[4,3-b]pyridazin-6-yl)-5,6,7,8-tetrahydro-1,6-naphthyridin-3-amine FC=1C(=CC(=NC1)C)NC=1C=NC=2CCN(CC2C1)C=1C(=CC=2N(N1)C=NN2)C